The molecule is a member of the class of thiazolidines that is (4S)-4-methyl-4,5-dihydro-1,3-thiazole-4-carboxylic acid which is substituted at position 2 by a (1S)-1-hydroxy-1-{(4R)-2-[(4R)-2-(2-hydroxyphenyl)-4,5-dihydro-1,3-thiazol-4-yl]-1,3-thiazolidin-4-yl}-2-methylpropan-2-yl group. A siderophore found in the gram-negative bacterium species, Yersinia enterocolitica and Yersinia pestis. It has a role as a siderophore and a bacterial metabolite. It is a member of phenols, a member of thiazolidines, a monocarboxylic acid and a secondary alcohol. It is a conjugate acid of a yersiniabactin(1-). C[C@@]1(CSC(=N1)C(C)(C)[C@@H]([C@@H]2CSC(N2)[C@H]3CSC(=N3)C4=CC=CC=C4O)O)C(=O)O